methyl-2,5-difluoro-L-phenylalanine CN[C@@H](CC1=C(C=CC(=C1)F)F)C(=O)O